C(C)C=1C2=C(N3C1CNC[C@H]3C)N=CC(=C2)C(F)(F)F (R)-5-ethyl-9-methyl-3-(trifluoromethyl)-6,7,8,9-tetrahydropyrido[3',2':4,5]pyrrolo[1,2-a]pyrazine